(6-amino-5-fluoro-4-(2-hydroxypropan-2-yl)pyridin-3-yl)-6-(trifluoromethyl)picolinamide NC1=C(C(=C(C=N1)C=1C(=NC(=CC1)C(F)(F)F)C(=O)N)C(C)(C)O)F